FC(C1CCN(CC1)CCC)F (R)-1-(4-(difluoromethyl)piperidin-1-yl)propane